C(C)OC(=O)C=1N=NN(C1)C=1C=NC(=C(C1)F)C1CNCC1.FC=1C=C(C=NC1C1CN(CC1)CC(F)(F)F)N1N=NC(=C1)C(=O)OCC ethyl 1-[5-fluoro-6-[1-(2,2,2-trifluoroethyl)pyrrolidin-3-yl]pyridin-3-yl]-1,2,3-triazole-4-carboxylate Ethyl-1-[5-fluoro-6-(pyrrolidin-3-yl)pyridin-3-yl]-1,2,3-triazole-4-carboxylate